CC1=CC=C(N=N1)C(C)=O 1-(6-methylpyridazin-3-yl)ethan-1-one